2-(6-methyl-4-(trifluoromethyl)-pyridin-2-yl)-3-(4-(m-tolyl)-4H-1,2,4-triazol-3-yl)hexahydrocyclopenta[c]pyrrol-1(2H)-one CC1=CC(=CC(=N1)N1C(C2C(C1C1=NN=CN1C=1C=C(C=CC1)C)CCC2)=O)C(F)(F)F